1-[(tert-butoxy)carbonyl]-4-(2,3-dichloro-6-methoxyphenyl)-2-methylpiperidine-2-carboxylic acid C(C)(C)(C)OC(=O)N1C(CC(CC1)C1=C(C(=CC=C1OC)Cl)Cl)(C(=O)O)C